(2-thienyl)-1H-benzimidazole S1C(=CC=C1)N1C=NC2=C1C=CC=C2